2-(4-chlorophenoxy)-N-(4-((5-ethyl-[1,2,4]triazolo[1,5-a]pyrimidine-7-yl)thio)phenyl)acetamide ClC1=CC=C(OCC(=O)NC2=CC=C(C=C2)SC2=CC(=NC=3N2N=CN3)CC)C=C1